[I-].C[N+]1=C(C(C2=CC=CC=C12)(C)C)C=CC=CNC1=CC=CC=C1 1,3,3-trimethyl-2-[4-(phenylamino)-1,3-butadien-1-yl]-3H-indolium iodide